(5-diphenylphosphanyl-9,9-dimethylxanthen-4-yl)-diphenyl-phosphane C1(=CC=CC=C1)P(C1=C2OC=3C(=CC=CC3C(C2=CC=C1)(C)C)P(C1=CC=CC=C1)C1=CC=CC=C1)C1=CC=CC=C1